2-methoxy-2-methyl-N-(methyldimethoxysilylthioethyl)-1-aza-2-silacyclopentane CO[Si]1(N(CCC1)CCS[Si](OC)(OC)C)C